CC=1C=C(C(=O)N/N=C(\C)/CC(C)C)C=CC1 (E)-3-methyl-N'-(4-methylpentan-2-ylidene)benzoyl-hydrazine